C(C)OC(=O)C1=C(N=C(N1)[C@H]1[C@H](C1)F)C1=CC=C(C=C1)CNC(C1=C(C=CC(=C1)F)OC)=O 4-(4-((5-fluoro-2-methoxybenzamido)methyl)phenyl)-2-((cis)-2-fluorocyclopropyl)-1H-imidazole-5-carboxylic acid ethyl ester